tert-butyl 2-methyl-2,6-dihydropyrrolo[3,4-c]pyrazole-5(4H)-carboxylate CN1N=C2C(=C1)CN(C2)C(=O)OC(C)(C)C